N(=[N+]=[N-])C1=C(N(C=C1C#N)C1=CC=C(C=C1)Cl)C(=O)Cl 3-azido-4-cyano-1-(4-chlorophenyl)-1H-pyrrole-2-carboxylic chloride